3-Amino-5-(1-naphthyl)-1,2,4-triazole NC1=NNC(=N1)C1=CC=CC2=CC=CC=C12